2-(3-methylphenoxy)-5-methylbenzoate CC=1C=C(OC2=C(C(=O)[O-])C=C(C=C2)C)C=CC1